CC(CO)(CC)C 2,2-Dimethyl-1-butanol